[Na].O(Cl)Cl.[Mo] molybdenum oxychloride sodium salt